ClC=1C=CC(=C(C1)CC(=O)O)S(N[C@@H]([C@H](C)C1=C(C(=CC=C1F)C)C)C=1N=NNN1)(=O)=O 2-(5-chloro-2-(N-((1S,2R)-2-(6-fluoro-2,3-dimethylphenyl)-1-(2H-tetrazol-5-yl)propyl)sulfamoyl)phenyl)acetic acid